(R)-tert-butyl 3-(4-(2-(3-(2-hydroxyphenyl)-5-methyl-7,8-dihydro-5H-pyrido[3',4':4,5]pyrrolo[2,3-c]pyridazin-6(9H)-yl)pyrimidin-5-yl)piperidin-1-yl)azetidine-1-carboxylate OC1=C(C=CC=C1)C1=CC2=C(N=N1)NC1=C2[C@H](N(CC1)C1=NC=C(C=N1)C1CCN(CC1)C1CN(C1)C(=O)OC(C)(C)C)C